CN(C12CC(C1)(C2)C(=O)NC=2C(=CC=1N=CN=C(C1N2)C=2C(=NN(C2)C)C2=CC=CC=C2)OC)C 3-(dimethylamino)-N-(7-methoxy-4-(1-methyl-3-phenyl-1H-pyrazol-4-yl)pyrido[3,2-d]pyrimidin-6-yl)bicyclo[1.1.1]pentane-1-carboxamide